C1(CCC1)N1C[C@@H](CC=2C1=NC=C(N2)C(=O)NCC2=NC=CC(=C2)NS(=O)(=O)C2CC2)C (R)-5-cyclobutyl-N-((4-(cyclopropanesulfonamido)pyridin-2-yl)methyl)-7-methyl-5,6,7,8-tetrahydropyrido[2,3-b]pyrazine-2-carboxamide